C1CCC2=C(C=3CCCC3C=C12)NC(=O)N=[S@](=O)(N)C=1C=NN2C1OC[C@@](C2)(C)COC (R,6R)-N'-((1,2,3,5,6,7-hexahydro-s-indacen-4-yl)carbamoyl)-6-(methoxymethyl)-6-methyl-6,7-dihydro-5H-pyrazolo[5,1-b][1,3]oxazine-3-sulfonimidamide